4-(bromomethyl)-2-fluoro-1-(ethylsulfonyl)benzene BrCC1=CC(=C(C=C1)S(=O)(=O)CC)F